C(C)(C)(C)OC(=O)N=C1N(C(CC(N1)(CC)CC)=O)[C@H](CCOC)C=1C=C(C(=O)O)C=CC1 (R)-3-(1-(2-((tert-butoxycarbonyl)imino)-4,4-diethyl-6-oxotetrahydropyrimidin-1(2H)-yl)-3-methoxypropyl)benzoic acid